2-(trifluoromethyl)-1H-pyrazole FC(N1NC=CC1)(F)F